(R)-(3-(4-fluorophenethyl)-1-(2-(4-(methylsulfonyl)phenyl)propan-2-yl)pyrrolidin-3-yl)methanol FC1=CC=C(CC[C@@]2(CN(CC2)C(C)(C)C2=CC=C(C=C2)S(=O)(=O)C)CO)C=C1